3-bromo-7-methoxyquinoline-6-carbonitrile BrC=1C=NC2=CC(=C(C=C2C1)C#N)OC